6-trimethyllysine CC(C)(CCCC(C)(C(=O)O)N)N